C(C)OC(C(C)OC1=C(C=C(C=C1)SCC=1SC(=NN1)C1=CC(=C(C=C1)C(F)(F)F)F)C)=O.FC(=C(C(C(C(C(C(F)(F)F)(F)F)(F)F)(F)F)(F)F)F)F Perfluoroheptene ethyl-2-(4-(((5-(3-fluoro-4-(trifluoromethyl)phenyl)-1,3,4-thiadiazol-2-yl)methyl)thio)-2-methylphenoxy)propanoate